o-aminobenzene NC1=CC=CC=C1